FC1=CC=C(C=C1)CCS(=O)(=O)NC1=C(C=C(OC2CN(C2)CC=2C=CC=C(C(=O)[O-])C2)C=C1)C(=O)OC 5-((3-(4-((2-(4-fluorophenyl)-ethyl)sulfonamido)-3-(methoxycarbonyl)phenoxy)azetidin-1-yl)methyl)benzoate